C1(=CCCCC1)CC(=O)O 2-(CYCLOHEX-1-EN-1-YL)ACETIC ACID